FC1=CC=C(C=C1)CCN1C(N(C2=CC=CC=C2C1=O)CC1=CC=C(C(=O)NO)C=C1)=O 4-((3-(4-fluorophenylethyl)-2,4-dioxo-3,4-dihydroquinazolin-1(2H)-yl)methyl)-N-hydroxybenzoamide